BrC1(C(C=NC(=C1)C)O)C(C)=O 1-(4-bromo-3-hydroxy-6-methylpyridin-4-yl)ethan-1-one